(3S)-N-(4-methyl-3-[2-[(4-methyloxacyclohexan-4-yl)amino]-6-(morpholin-4-yl)pyridin-4-yl]phenyl)-3-(2,2,2-trifluoroethyl)pyrrolidine-1-carboxamide CC1=C(C=C(C=C1)NC(=O)N1C[C@@H](CC1)CC(F)(F)F)C1=CC(=NC(=C1)N1CCOCC1)NC1(CCOCC1)C